COC=1C=C(N)C=C(C1)B([O-])[O-] 3-Methoxyaniline-5-boronate